C(C)OC(=O)C1=NC=CC(=C1F)CN1N=CC(=C1)NC(=O)OC(C)(C)C ((4-((tert-Butoxycarbonyl)amino)-1H-pyrazol-1-yl)methyl)-3-fluoropyridinecarboxylic acid ethyl ester